fluoroindol FC=1NC2=CC=CC=C2C1